4-[4-(6-aminopyridine-2-yl)benzyl]thiomorpholine-1,1-dioxide NC1=CC=CC(=N1)C1=CC=C(CN2CCS(CC2)(=O)=O)C=C1